tert-butyl 2-(6-methyl-2-((4-(2-phenylacetamido)phenyl)amino)pyrimidin-4-yl)-5,8,11,14-tetraoxa-2-azaheptadecan-17-oate CC1=CC(=NC(=N1)NC1=CC=C(C=C1)NC(CC1=CC=CC=C1)=O)N(C)CCOCCOCCOCCOCCC(=O)OC(C)(C)C